2,3,4,9-tetrahydro-1H-carbazole-1-one C1(CCCC=2C3=CC=CC=C3NC12)=O